5-bromo-2-fluoro-4-[(4-{[3-(methylamino)propyl]amino}butyl)amino]-N-1,3-thiazol-2-ylbenzenesulfonamide BrC=1C(=CC(=C(C1)S(=O)(=O)NC=1SC=CN1)F)NCCCCNCCCNC